CN1C(C(N(CC1)CC1=CC=C(C=C1)Br)C)=O 1,3-dimethyl-4-(4-bromobenzyl)piperazin-2-one